BrC1=C2C=NNC2=CC(=C1)C=O 4-Bromo-1H-indazole-6-carbaldehyde